OC(CN1CCC(CC1)NC1=C2C=C(N(C2=CC=C1)CC(F)(F)F)C#CCN(C(CC)=O)C1=C(C=C(C=C1)S(NC(CC)=O)(=O)=O)O)COC N-(3-(4-((1-(2-hydroxy-3-methoxypropyl)piperidin-4-yl)amino)-1-(2,2,2-trifluoroethyl)-1H-indol-2-yl)prop-2-yn-1-yl)-N-(2-hydroxy-4-(N-propionylsulfamoyl)phenyl)propionamide